ammonium 2-({4-[2-(5-cyanopyridin-2-yl)-2-methyl-1,3-benzodioxol-4-yl]piperidin-1-yl}methyl)-1-(2-methoxyethyl)-1H-benzimidazole-6-carboxylate C(#N)C=1C=CC(=NC1)C1(OC2=C(O1)C=CC=C2C2CCN(CC2)CC2=NC1=C(N2CCOC)C=C(C=C1)C(=O)[O-])C.[NH4+]